(5S)-N-(2,4-dichlorobenzyl)-5-fluoro-8-(methylthio)-5,6,7,8-tetrahydroquinoline-5-carboxamide ClC1=C(CNC(=O)[C@]2(C=3C=CC=NC3C(CC2)SC)F)C=CC(=C1)Cl